2-[8-[(1R)-1-[[6-chloro-2-(methylsulfonylcarbamoyl)-3-pyridinyl]amino]ethyl]-3,6-dimethyl-4-oxo-benzopyran-2-yl]indole-1-carboxylic acid tert-butyl ester C(C)(C)(C)OC(=O)N1C(=CC2=CC=CC=C12)C=1OC2=C(C(C1C)=O)C=C(C=C2[C@@H](C)NC=2C(=NC(=CC2)Cl)C(NS(=O)(=O)C)=O)C